6-Chloro-2-MethylthiochroMan-4-one ClC=1C=C2C(CC(SC2=CC1)C)=O